3-(8-Cyanoquinolin-5-yl)-N-(trans-4-methylcyclohexyl)-5-(trifluoromethyl)-3-azabicyclo[3.1.0]hexane-1-Carboxamide C(#N)C=1C=CC(=C2C=CC=NC12)N1CC2(CC2(C1)C(F)(F)F)C(=O)N[C@@H]1CC[C@H](CC1)C